COC(C)C(=O)CC 2-methoxypropione